1-(naphthalen-2-yl)-3-(p-tolyl)propane-1,3-dione boron difluoride [B](F)F.C1=C(C=CC2=CC=CC=C12)C(CC(=O)C1=CC=C(C=C1)C)=O